NC=1C2=C(N=CN1)N(C=C2)[C@@H]2O[C@]([C@H]([C@H]2O)OCC2=CC=CC=C2)(CF)COCC2=CC=CC=C2 (2R,3R,4S,5R)-2-(4-amino-7H-pyrrolo[2,3-d]pyrimidin-7-yl)-4-(benzyloxy)-5-((benzyloxy)methyl)-5-(fluoromethyl)tetrahydrofuran-3-ol